C1(CC1)C=1N=CC=2C=C3C(=C(C2C1)S(=O)(=O)NCC(C)C)CC(CC3)NC3=C(C(C3=O)=O)NCC 3-cyclopropyl-7-[[2-(ethylamino)-3,4-dioxocyclobuten-1-yl]amino]-N-(2-methylpropyl)-6,7,8,9-tetrahydrobenzo[g]isoquinoline-5-sulfonamide